(5-aminopentyl)dimethylamine NCCCCCN(C)C